(S,E)-7-(Dimethylamino)-1-((1-((7-fluoro-4-isobutyl-3H-imidazo[4,5-c]pyridin-2-yl)methyl)-6-isopropyl-2-oxo-1,2-dihydropyridin-3-yl)amino)-1,7-dioxohept-5-en-2-yl-dimethylcarbamat CN(C(/C=C/CC[C@H](C(=O)NC=1C(N(C(=CC1)C(C)C)CC1=NC2=C(C(=NC=C2F)CC(C)C)N1)=O)CN(C([O-])=O)C)=O)C